C(C)(C)C=1C=NN2C1N(C(N=C2)S(=O)(=O)C)C2=CC(=CC=C2)[N+](=O)[O-] 8-isopropyl-2-(methylsulfonyl)-N-(3-nitrophenyl)pyrazolo[1,5-a][1,3,5]triazine